methyl (E)-3-(4-bromo-1-methyl-imidazol-2-yl)prop-2-enoate BrC=1N=C(N(C1)C)/C=C/C(=O)OC